2-(isoindolin-5-yloxy)-N,N-dimethylethylamine C1NCC2=CC(=CC=C12)OCCN(C)C